COC1=CC=C(C=C1)C(OCC(COC(CCC(=O)[O-])=O)COCN1C(NC(C=C1)=O)=O)(C1=CC=CC=C1)C1=CC=C(C=C1)OC 4-(3-[bis(4-methoxyphenyl)(phenyl)methoxy]-2-{[(2,4-dioxo-3,4-dihydropyrimidin-1(2H)-yl)methoxy]methyl}propoxy)-4-oxobutanoate